sodium N,N'-ethylenediamine diacetate C(C)(=O)[O-].C(C)(=O)[O-].C(CN)N.[Na+].[Na+]